2-(((S)-2-oxocyclopentyl)carbamoyl)piperazine-1-carboxylate O=C1[C@H](CCC1)NC(=O)C1N(CCNC1)C(=O)[O-]